thiophen-3-yl-carboxylic acid S1C=C(C=C1)C(=O)O